NC1N(CCCC1)C(=O)N1CC(OCC1)(C)C amino-(5R)-(2,2-dimethylmorpholine-N-carbonyl)-piperidine